CN(C(=O)N1CCN(CC1)C1=C2C=CC(=NC2=CC(=C1)S(NC1(CC1)C)(=O)=O)NC(OCCCC)=O)C butyl (5-(4-(dimethylcarbamoyl)piperazin-1-yl)-7-(N-(1-methylcyclopropyl)sulfamoyl)quinolin-2-yl)carbamate